N-[3-(difluoromethyl)-1-methyl-1H-pyrazol-4-yl]-2-(1H-pyrazol-4-yl)-1,3-thiazole-4-carboxamide FC(C1=NN(C=C1NC(=O)C=1N=C(SC1)C=1C=NNC1)C)F